CC1(OB(OC1(C)C)C1=CC=C(OCCN2CCC(CC2)C(C)O)C=C1)C 1-[1-[2-[4-(4,4,5,5-tetramethyl-1,3,2-dioxaborolan-2-yl)phenoxy]ethyl]-4-piperidyl]ethanol